6-bromo-7-fluoro-11-[[(2-methoxy-4-pyridyl)methyl-[(3S)-1-(6-nitro-3-pyridyl)-3-piperidyl]amino]methyl]-2-methyl-4-oxa-1-azatricyclo[7.3.1.05,13]trideca-5(13),6,8,11-tetraen-10-one BrC=1C=2OCC(N3C=C(C(C(=CC1F)C32)=O)CN([C@@H]3CN(CCC3)C=3C=NC(=CC3)[N+](=O)[O-])CC3=CC(=NC=C3)OC)C